(E)-2-methyl-6-(2-(methylsulfonyl)ethyl)-1H-indole CC=1NC2=CC(=CC=C2C1)CCS(=O)(=O)C